(R)-6-(2-amino-5-(4-(4-(2-methoxypropanoyl)piperazin-1-yl)phenyl)pyridin-3-yl)-7-fluoro-3,4-dihydroisoquinolin-1(2H)-one NC1=NC=C(C=C1C=1C=C2CCNC(C2=CC1F)=O)C1=CC=C(C=C1)N1CCN(CC1)C([C@@H](C)OC)=O